7,8,9,10-tetrahydro-6H-cyclohepta[b]quinolin-11-ylamine C1=C2C(=C3C(=NC2=CC=C1)CCCCC3)N